3-(3-(2-(Cyclopentylmethyl)oxazol-5-yl)-6,7-dihydro-5H-cyclopenta[b]pyridin-2-yl)-6-methyl-6,7-dihydro-5H-pyrrolo[3,4-b]pyridin-5-on C1(CCCC1)CC=1OC(=CN1)C=1C=C2C(=NC1C=1C=C3C(=NC1)CN(C3=O)C)CCC2